[Pd].C(C1=CC=CC=C1)OC1=C(C=CC(=C1)F)[C@H](CNCCCC)O (R)-1-(2-(benzyloxy)-4-fluorophenyl)-2-(butylamino)ethan-1-ol palladium (0)